N-(3-(2-(Bicyclo[1.1.1]pentan-1-yl)-5-(2-((2,2-dioxido-2-thiaspiro[3.3]heptan-6-yl)amino)pyrimidin-4-yl)thiazol-4-yl)-2-fluorophenyl)-6-fluoroindoline-1-sulfonamide C12(CC(C1)C2)C=2SC(=C(N2)C=2C(=C(C=CC2)NS(=O)(=O)N2CCC1=CC=C(C=C21)F)F)C2=NC(=NC=C2)NC2CC1(CS(C1)(=O)=O)C2